N-(4-fluoro-3-(2-(5-((2-(2-hydroxyethyl)-2,3-dihydro-1H-pyrrolo[3,4-c]pyridin-6-yl)amino)-1H-pyrazol-3-yl)ethyl)phenyl)-3-(trifluoromethyl)benzamide FC1=C(C=C(C=C1)NC(C1=CC(=CC=C1)C(F)(F)F)=O)CCC1=NNC(=C1)NC1=CC2=C(C=N1)CN(C2)CCO